4-methoxy-3-(2-morpholino-2-oxoethyl)-1H-indole-1-carboxylic acid tert-butyl ester C(C)(C)(C)OC(=O)N1C=C(C2=C(C=CC=C12)OC)CC(=O)N1CCOCC1